NC1C2=CC(C=CN2CC12CCN(CC2)C2=NC(=C(N=C2)SC2=C(C(=NC=C2)N)Cl)N)=O 1-amino-1'-(6-amino-5-((2-amino-3-chloropyridin-4-yl)thio)pyrazin-2-yl)-3H-spiro[indolizine-2,4'-piperidin]-7(1H)-one